BrC1=C(C=CC=C1)SCCC(=O)O 3-((2-bromophenyl)thio)propanoic acid